N-(4-((2-methoxy-3-(5-methyl-1H-1,2,4-triazol-3-yl)phenyl)amino)-2-methyl-3-oxo-2,3-dihydro-1H-pyrazolo[3,4-b]pyridin-6-yl)cyclopropanecarboxamide COC1=C(C=CC=C1C1=NNC(=N1)C)NC1=C2C(=NC(=C1)NC(=O)C1CC1)NN(C2=O)C